FC1=CC=C(C=C1)C(CN1N=CC(=C1)CN)(C)C (1-(2-(4-fluorophenyl)-2-methylpropyl)-1H-pyrazol-4-yl)methylamine